5-ethyl-4-hydroxy-pyrazol C(C)C1=C(C=NN1)O